dichlorobenzyl-methyl-urea ClN(C(N(C)CC1=CC=CC=C1)=O)Cl